C(C)(C)(C)OC(=O)N1CCN(CC1)C=1C2=CN(N=C2C(=CC1)C(NC1=NC=2N(C(=C1)C)N=C(C2)C)=O)C.C2(CO2)C2=CC=C(C=C2)C2CO2 p-bis(epoxyethyl)benzene tert-butyl-4-[7-({2,7-dimethylpyrazolo[1,5-a]pyrimidin-5-yl}carbamoyl)-2-methylindazol-4-yl]piperazine-1-carboxylate